CN1C(C2=CC=C(C=C2CC1)C(=O)OC)=O methyl 2-methyl-1-oxo-1,2,3,4-tetrahydroisoquinoline-6-carboxylate